3-fluoro-4-(trifluoromethyl)benzonitrile FC=1C=C(C#N)C=CC1C(F)(F)F